4-[6-[[2-(trifluoromethyl)-4-pyridyl]amino]-1,3-benzothiazol-2-yl]-4-azatricyclo[5.2.1.02,6]dec-8-ene-3,5-dione FC(C1=NC=CC(=C1)NC1=CC2=C(N=C(S2)N2C(C3C4C=CC(C3C2=O)C4)=O)C=C1)(F)F